2-chloro-4-fluoro-5-[3-methyl-2,6-dioxo-4-(trifluoromethyl)-3,6-dihydropyrimidin-1(2H)-yl]-N-[methyl-(propan-2-yl)sulfamoyl]benzamide ClC1=C(C(=O)NS(N(C(C)C)C)(=O)=O)C=C(C(=C1)F)N1C(N(C(=CC1=O)C(F)(F)F)C)=O